COC1=CC=C(C=N1)NC(CN(C=1C2=C(N=C(N1)C=1C=C3C(=CN1)NN=C3)CCC2)C)=O N-(6-methoxypyridin-3-yl)-2-[methyl(2-{1H-pyrazolo[3,4-c]pyridin-5-yl}-5H,6H,7H-cyclopenta[d]pyrimidin-4-yl)amino]acetamide